C(C)(C)(C)P(C1=CC=C(C=C1)N(C)C)(C(C)(C)C)[Pd-2](P(C(C)(C)C)(C(C)(C)C)C1=CC=C(C=C1)N(C)C)(Cl)Cl bis(di-tert-butyl-(4-dimethylaminophenyl)phosphino)palladium (II) dichloride